2-(2-(3-(tetrahydro-2H-pyran-2-yloxy)propoxy)ethoxy)ethanol O1C(CCCC1)OCCCOCCOCCO